NC=1C=CC(=NC1)NC(=O)C=1SC=CC1 N-(5-aminopyridin-2-yl)thiophene-2-carboxamide